FC1=C(C=C2N=C(C=NC2=C1)C)COC1=CC=CC(=N1)C1CCN(CC1)CC1=NC2=C(N1C[C@H]1OCC1)C=C(C=C2)C(=O)OC(C)(C)C Tert-butyl (S)-2-((4-(6-((7-fluoro-3-methylquinoxalin-6-yl) methoxy) pyridin-2-yl) piperidin-1-yl) methyl)-1-(oxetan-2-ylmethyl)-1H-benzo[d]imidazole-6-carboxylate